NC1=C(N=CC(=N1)N1CCN(CC1)C1=CC=CC=C1)C1=C(C(=CC=C1)Cl)Cl 4-(6-amino-5-(2,3-dichlorophenyl)pyrazin-2-yl)-N-phenylpiperazine